5-(4-((7-ethyl-6-oxo-5H-1,5-naphthyridin-3-yl)methyl)piperazin-1-yl)-6-fluoro-N-(Methyl-d3)pyridine-2-carboxamide C(C)C=1C(NC=2C=C(C=NC2C1)CN1CCN(CC1)C=1C=CC(=NC1F)C(=O)NC([2H])([2H])[2H])=O